FC1=C(C(=CC=C1)F)C=1C(=NC=CC1)C1(CC(=NO1)N1C[C@H](C(C1)(F)F)NS(=O)(=O)C)CF N-[(3R)-1-{5-[3-(2,6-difluorophenyl)pyridin-2-yl]-5-(fluoromethyl)-4,5-dihydro-1,2-oxazol-3-yl}-4,4-difluoropyrrolidin-3-yl]methanesulfonamide